8-[(2s,5r)-5-ethyl-4-[(4-fluorophenyl)(1,2-oxazol-3-yl)methyl]-2-methylpiperazin-1-yl]-5-methyl-6-oxo-5,6-dihydro-1,5-naphthyridine-2-carbonitrile C(C)[C@H]1N(C[C@@H](N(C1)C1=CC(N(C=2C=CC(=NC12)C#N)C)=O)C)C(C1=NOC=C1)C1=CC=C(C=C1)F